C1(CC1)C1=CC(=C(C(=O)C2=CC=NC=C2C(=O)OC)C=C1)OC methyl 4-(4-cyclopropyl-2-methoxybenzoyl)nicotinate